4-[3-(methylsulfanyl)phenyl]-1-propylpiperidine CSC=1C=C(C=CC1)C1CCN(CC1)CCC